FC=1C(=C(C=CC1F)[C@H]1[C@@H](OC([C@@H]1C)(C)C)C(=O)NC1=CC(=NC=C1)C(=O)N)OC |o1:8,9,12| rel-(2R,3S,4R)-4-[[3-(3,4-difluoro-2-methoxyphenyl)-4,5,5-trimethyl-tetrahydrofuran-2-carbonyl]amino]pyridine-2-carboxamide